C(C)(C)(C)C=1C=C2C=CN(C2=CC1)C(C(C)(C)C)=O 5-tertiary butyl-1-pivaloyl-indole